(E)-6-((6-chloro-2-methyl-2H-indazol-5-yl)amino)-3-((1-methyl-d3-1H-1,2,4-triazol-3-yl)methyl)-1-(2,4,5-trifluorobenzyl)-1,3,5-triazinE-2,4-dione ClC=1C(=CC2=CN(N=C2C1)C)NC1=NC(N(C(N1CC1=C(C=C(C(=C1)F)F)F)=O)CC1=NN(C=N1)C([2H])([2H])[2H])=O